FC1=C(C=CC(=C1)C(F)(F)F)NC(C(C)(C)N1N=CC(=C1)C#CC1CN(C1)C=1C=C2C(N(C(C2=CC1)=O)C1C(NC(CC1)=O)=O)=O)=O N-(2-fluoro-4-(trifluoromethyl)phenyl)-2-(4-((1-(2-(2,6-dioxopiperidin-3-yl)-1,3-dioxoisoindoline-5-yl)azetidin-3-yl)ethynyl)-1H-pyrazol-1-yl)-2-methylpropionamide